N-methyl-2-(2-(2-(3-nitrophenyl)-1,3-dithiolan-2-yl)acetyl)hydrazine-1-thiocarboxamide CNC(=S)NNC(CC1(SCCS1)C1=CC(=CC=C1)[N+](=O)[O-])=O